CN1N=C(C(=C1)C1=NC=CC=N1)C=O (1-methyl-4-(pyrimidin-2-yl)-1H-pyrazol-3-yl)methanone